C(C=C)(=O)NC=1C=C(C=CC1C)C1=C(NC2=NC=C(C=C21)C(=O)NCC2=CC(=CC=C2)C(N)=O)C2=CC=C(C=C2)N2CCN(CC2)C 3-(3-acrylamido-4-methylphenyl)-N-(3-carbamoylbenzyl)-2-(4-(4-methylpiperazin-1-yl)phenyl)-1H-pyrrolo[2,3-b]pyridine-5-carboxamide